8-[[(1R)-1-[3,6-dimethyl-4-oxo-2-(3-pyridinyl)benzopyran-8-yl]ethyl]amino]-3,4-dihydro-2H-isoquinolin-1-one CC1=C(OC2=C(C1=O)C=C(C=C2[C@@H](C)NC=2C=CC=C1CCNC(C21)=O)C)C=2C=NC=CC2